(6as,8s)-4-iodo-8-(1H-pyrazol-1-yl)-6a,7,8,9-tetrahydro-6H-pyrido[3,2-b]pyrrolo[1,2-d][1,4]oxazine IC1=CC=NC2=C1OC[C@H]1N2C[C@H](C1)N1N=CC=C1